C1(CC1)C=1N=CC2=C3C(=CC(=C2C1)S(NCC(C)C)(=O)=O)[C@@H](C[C@H]3NC3=NN=CN3C=3C=NC=CC3)NC(=O)C=3C=NC=CC3 |r| N-[trans-(7RS,9RS)-3-cyclopropyl-5-(2-methylpropylsulfamoyl)-9-[(4-pyridin-3-yl-1,2,4-triazol-3-yl)amino]-8,9-dihydro-7H-cyclopenta[H]isoquinolin-7-yl]pyridine-3-carboxamide